BrC1=CC(=C(C=C1Cl)CC(=O)O)[N+](=O)[O-] (4-bromo-5-chloro-2-nitrophenyl)acetic acid